(2R,4R)-1-(3-chloro-2-fluorobenzyl)-4-((3-fluoro-5-methyl-6-((5-methyl-1H-pyrazol-3-yl)amino)-4-(3-methyloxetan-3-yl)pyridin-2-yl)methyl)-2-methylpiperidine-4-carboxylic acid ClC=1C(=C(CN2[C@@H](C[C@@](CC2)(C(=O)O)CC2=NC(=C(C(=C2F)C2(COC2)C)C)NC2=NNC(=C2)C)C)C=CC1)F